CC1(OC2=CC=C(C=C2C=C1)C(=O)O)C 2,2-dimethyl-2H-chromene-6-carboxylic acid